[Br-].C(CCCCCCCCCCCCCCC)[N+](C)(C)C cetyltrimethyl-ammonium bromide salt